ClC=1C=C2CCC[C@]3(C2=CC1)CN(C1=C(OC3)C=CC(=C1)C(=O)OC)C[C@H]1[C@@H](CC1)CC=O (S)-METHYL 6'-CHLORO-5-(((1R,2S)-2-(2-OXOETHYL)CYCLOBUTYL)METHYL)-3',4,4',5-TETRAHYDRO-2H,2'H-SPIRO[BENZO[B][1,4]OXAZEPINE-3,1'-NAPHTHALENE]-7-CARBOXYLATE